N-(1-(4-bromophenethyl)-5-cyano-1H-benzo[d]imidazol-2-yl)-1-ethyl-3-methyl-1H-pyrazole-5-Carboxamide BrC1=CC=C(CCN2C(=NC3=C2C=CC(=C3)C#N)NC(=O)C3=CC(=NN3CC)C)C=C1